5-(difluoromethyl)picolinic acid FC(C=1C=CC(=NC1)C(=O)O)F